2-isopropoxy-N,6-dimethoxy-N-methylisonicotinamide C(C)(C)OC=1C=C(C(=O)N(C)OC)C=C(N1)OC